triphenylcarbenium tetrakis[3,5-bis(trifluoro-methyl)phenyl]borate FC(C=1C=C(C=C(C1)C(F)(F)F)[B-](C1=CC(=CC(=C1)C(F)(F)F)C(F)(F)F)(C1=CC(=CC(=C1)C(F)(F)F)C(F)(F)F)C1=CC(=CC(=C1)C(F)(F)F)C(F)(F)F)(F)F.C1(=CC=CC=C1)[C+](C1=CC=CC=C1)C1=CC=CC=C1